ClC1=C(C=CC(=C1)Cl)N1N=C(C=C1C1=CC=C(C=C1)C)OCC(=O)[O-] [1-(2,4-dichlorophenyl)-5-(4-methylphenyl)-1H-pyrazol-3-yl]oxyacetate